C(O)(O)=O.[NH4+].C([O-])([O-])=O.C(O)(O)=O.[NH4+] ammonium sesqui-carbonate